4-((2-(2,6-dioxopiperidin-3-yl)-1,3-dioxoisoindolin-4-yl)amino)cyclohexane-1-carboxylic acid O=C1NC(CCC1N1C(C2=CC=CC(=C2C1=O)NC1CCC(CC1)C(=O)O)=O)=O